FC(OC1=C(C=CC(=C1C)F)[C@@H]1[C@H](O[C@@]([C@@H]1C)(C(F)(F)F)C)C(=O)NC1=CC(=NC=C1)C(=O)N)F |r| rac-(2S,3R,4R,5S)-4-[[3-[2-(difluoromethoxy)-4-fluoro-3-methyl-phenyl]-4,5-dimethyl-5-(trifluoromethyl)tetrahydrofuran-2-carbonyl]amino]pyridine-2-carboxamide